OC(CN1N=CC2=C(C(=CC=C12)C1=C2C=C(N=CC2=CC=N1)N[C@H]1CN(CC1)C(=O)C1=CC=C(C=C1)OC)C)(C)C (R)-(3-((5-(1-(2-hydroxy-2-methylpropyl)-4-methyl-1H-indazol-5-yl)-2,6-naphthyridin-3-yl)amino)pyrrolidin-1-yl)(4-methoxyphenyl)methanone